2-(3-nitrothiophen-2-yl)-2H-1,2,3-triazole [N+](=O)([O-])C1=C(SC=C1)N1N=CC=N1